methyl (trans-4-{[(3R,4S)-3-(4-fluorophenyl)-4-([methyl]{(methyl)[3-methyl-5-(trifluoromethyl)phenyl]carbamoyl}amino)pyrrolidin-1-yl]carbonyl}cyclohexyl)carbamate FC1=CC=C(C=C1)[C@@H]1CN(C[C@H]1N(C(N(C1=CC(=CC(=C1)C(F)(F)F)C)C)=O)C)C(=O)[C@@H]1CC[C@H](CC1)NC(OC)=O